O=C1CCC[C@@H]2N1CCN(C2)C(=O)OCC2=CC=CC=C2 Benzyl (S)-6-oxooctahydro-2H-pyrido[1,2-a]pyrazine-2-carboxylate